ClC=1C(=NC(=NC1)NC1CCOCC1)C=1C=C2C(N(C(C2=CC1)C)CC(=O)N[C@H](CO)C1=CC(=CC=C1)OC)=O 2-(5-{5-chloro-2-[(oxacyclohex-4-yl)amino]pyrimidin-4-yl}-1-methyl-3-oxo-2,3-dihydro-1H-isoindol-2-yl)-N-[(1S)-2-hydroxy-1-(3-methoxyphenyl)ethyl]acetamide